C(C)OP(=O)(OCC)CC1=NN=C(N=N1)C1=CC=C(C(=O)ON2C(CCC2=O)=O)C=C1 2,5-dioxopyrrolidin-1-yl 4-(6-((diethoxyphosphoryl)methyl)-1,2,4,5-tetrazin-3-yl)benzoate